7-(4-acetylpiperazin-1-yl)-4-(o-tolyl)-2H-pyrano[2,3-b]pyridin-2-one C(C)(=O)N1CCN(CC1)C1=CC=C2C(=N1)OC(C=C2C2=C(C=CC=C2)C)=O